COC=1C=C2C(=CC=NC2=CC1)NC1=CC(=CC(=C1)N1N=CN=C1)C 6-Methoxy-N-(3-methyl-5-(1H-1,2,4-triazol-1-yl)phenyl)quinolin-4-amine